N1=CC(=CC=C1)C1=NCCC2=CC=C(C=C12)C(=O)OC methyl 1-(pyridin-3-yl)-3,4-dihydroisoquinoline-7-carboxylate